(3aR,5R,6aS)-2-((R)-2-(3,5-difluoro-4-hydroxyphenyl)-2-hydroxyethyl)-5-phenoxyhexahydrocyclopenta[c]pyrrol FC=1C=C(C=C(C1O)F)[C@H](CN1C[C@@H]2[C@H](C1)CC(C2)OC2=CC=CC=C2)O